FC(C(=O)O)(F)F.C(C)(C)(C)C=1OC=C(N1)C(=O)NCC1=C(C=C(C=C1)C=1C=2N(C=C(N1)N1CCN(CC1)C)N=CC2)F 2-(tert-butyl)-N-(2-fluoro-4-(6-(4-methylpiperazin-1-yl)pyrazolo[1,5-a]pyrazin-4-yl)benzyl)oxazole-4-carboxamide trifluoroacetate